(R)-4-(2-chloro-7-((2-methoxyethyl)sulfonyl)-7H-pyrrolo[2,3-d]pyrimidin-4-yl)-3-Methylmorpholine ClC=1N=C(C2=C(N1)N(C=C2)S(=O)(=O)CCOC)N2[C@@H](COCC2)C